C(#N)COC1=C(C(=C(C=C1)C1=CN=C2N1C=CN=C2NC2=CC(=C(C(=O)N1CCC(CC1)CNC(CN(C(OC(C)(C)C)=O)C)=O)C=C2)C)F)F tert-butyl (2-(((1-(4-((3-(4-(cyanomethoxy)-2,3-difluorophenyl)imidazo[1,2-a]pyrazin-8-yl)amino)-2-methylbenzoyl)piperidin-4-yl)methyl)amino)-2-oxoethyl)(methyl)carbamate